(S)-N-((1-((5-chloro-1-methyl-3-(5-methylisoxazol-3-yl)-1H-pyrazol-4-yl)methyl)pyrrolidin-3-yl)methyl)-2-phenylethanamine ClC1=C(C(=NN1C)C1=NOC(=C1)C)CN1C[C@@H](CC1)CNCCC1=CC=CC=C1